ClC1=C(C2=C(OC3=C2C=CC=C3)C=C1)C1=CC=CC=3OC2=C(C31)C=CC=C2 chloro-2,4'-bidibenzo[b,d]furan